5-methyl-4-oxo-3,4-dihydropyrido[3,4-d]pyrimidine-8-carbonitrile CC1=CN=C(C=2N=CNC(C21)=O)C#N